C(C)(=O)OCC=1N(C2=C(N1)C=C(C1=C2OCCO1)C(=O)OC)C[C@H]1OCC1 Methyl (S)-2-(acetoxymethyl)-1-(oxetan-2-ylmethyl)-7,8-dihydro-1H-[1,4]dioxino[2',3':3,4]benzo[1,2-d]imidazole-5-carboxylate